5,6-dihydropyrido[3,4-d]pyrimidine-7(8H)-carboxylic acid N1=CN=CC2=C1CN(CC2)C(=O)O